O\C=C(/C#N)\C(C)(C)C (Z)-2-(hydroxymethylene)-3,3-dimethylbutyronitrile